L-alpha-aminoisovaleric acid N[C@H](C(=O)O)C(C)C